O=C(COC1=C(CN2CCCC23CCN(CC3)C(=O)OC(C(F)(F)F)C(F)(F)F)C=CC(=C1)C(F)(F)F)N1CCCC1 1,1,1,3,3,3-hexafluoropropan-2-yl 1-(2-(2-oxo-2-(pyrrolidin-1-yl) ethoxy)-4-(trifluoromethyl) benzyl)-1,8-diazaspiro[4.5]decane-8-carboxylate